N(=[N+]=[N-])CC1(OC2=C(C1)C=C(C=C2\C(\C)=N\[S@](=O)C(C)(C)C)F)COC (R)-N-((E)-1-(2-(azidomethyl)-5-fluoro-2-(methoxymethyl)-2,3-dihydrobenzofuran-7-yl)ethylidene)-2-methylpropane-2-sulfinamide